C(C)N1C(N(C2=C1C=CC=C2)C=2SC(=NN2)C)=O 1-Ethyl-3-(5-methyl-1,3,4-thiadiazol-2-yl)benzimidazol-2-one